BrC=1C=C(CC2=NOC3=C2C(C=2C=CC=CC2C3=O)=O)C=CC1O 3-(3-bromo-4-hydroxybenzyl)-naphtho[2,3-d]isoxazole-4,9-dione